1-(3-(2-(6-((3r,5r)-3-amino-5-fluoropiperidine-1-carbonyl)-4-methoxy-3-methylpyrazolo[1,5-a]pyridin-2-yl)-1-(cyclopropylmethyl)-1H-indol-7-yl)azetidin-1-yl)-2-methoxyethan-1-one N[C@H]1CN(C[C@@H](C1)F)C(=O)C=1C=C(C=2N(C1)N=C(C2C)C=2N(C1=C(C=CC=C1C2)C2CN(C2)C(COC)=O)CC2CC2)OC